NCCCNC1=CC(=NC2=CC=CC=C12)C1=CC=C(C=C1)N1N=C2C(=C1)CNC2 N-(3-aminopropyl)-2-(4-(5,6-dihydropyrrolo[3,4-c]pyrazol-2(4H)-yl)phenyl)quinolin-4-amine